(R)-1-phenylethyl methanesulfonate CS(=O)(=O)O[C@H](C)C1=CC=CC=C1